5-bromo-2-chloropyridine-3-carbaldehyde BrC=1C=C(C(=NC1)Cl)C=O